S1C(=NC=C1)C1CCN(CC1)C(C)=O 1-(4-(thiazol-2-yl)piperidin-1-yl)ethan-1-one